titanium (IV) oxide [O-2].[Ti+4].[O-2]